FC1=C(C=CC=C1C[C@@H]1N(CC2(CC2)[C@@H]1NS(=O)(=O)CF)C(=O)NCCF)C1=CC=CC=C1 (6S,7S)-6-((2-fluoro-[1,1'-biphenyl]-3-yl)methyl)-N-(2-fluoroethyl)-7-((fluoromethyl)sulfonamido)-5-azaspiro[2.4]heptane-5-carboxamide